COC(=O)C=1C(=NC(=C(N1)C=1C2=C(C=NC1)N(C=N2)C)NC)NC=2C=C1C(=NC2)CN(C1)C(=O)OC(C)(C)C tert-butyl 3-[[3-methoxycarbonyl-6-(methylamino)-5-(3-methylimidazo[4,5-c]pyridin-7-yl)pyrazin-2-yl]amino]-5,7-dihydropyrrolo[3,4-b]pyridine-6-carboxylate